BrC1=CC(=C(C=C1F)CO)O[Si](C(C)C)(C(C)C)C(C)C (4-bromo-5-fluoro-2-triisopropylsilyloxy-phenyl)methanol